tert-butyl N-(2-(hydroxymethyl)cyclobutyl)carbamate OCC1C(CC1)NC(OC(C)(C)C)=O